BrC1=NN(C(C1)C(=O)OCC)C1=NC=CC=C1[N+](=O)[O-] ethyl 3-bromo-1-(3-nitro-2-pyridyl)-4,5-dihydro-1H-pyrazole-5-carboxylate